ClC1=C2C=C(NC2=CC=C1OC)C(=O)N[C@H](C(=O)N[C@H](C(=O)OC)C[C@H]1C(NCCC1)=O)CC(C)(C)C methyl (2S)-2-[[(2S)-2-[(4-chloro-5-methoxy-1H-indole-2-carbonyl)amino]-4,4-dimethyl-pentanoyl]amino]-3-[(3S)-2-oxo-3-piperidyl]propanoate